C1(=CC=C(C=C1)CC(C)(N(C)C)C)C1=CC=CC=C1 1-(biphenyl-4-yl)-2-methyl-2-dimethylaminopropane